BrC1=CC=C2ON(ONC2=C1)C=1C(=C(C=CC1)NC(=O)C1=C(N=C2N(O1)CCCC2)O)Cl N-(3-(7-bromo-2,4-dioxa-1,2-dihydroquinazolin-3(4H)-yl)-2-chlorophenyl)-2-hydroxy-4-oxa-6,7,8,9-tetrahydro-4H-pyrido[1,2-a]pyrimidine-3-carboxamide